7-fluoro-N',1-dimethyl-1H-pyrazolo[4,3-c]quinoline-8-carbohydrazide FC=1C(=CC=2C3=C(C=NC2C1)C=NN3C)C(=O)NNC